COC(=O)N1C=NC2=C1C=C(C(=C2)C2=CC(=CC=C2)CC)C2=CC(=CC=C2)CC 5,6-bis(3-ethylphenyl)-1H-benzimidazole-1-carboxylic acid methyl ester